FC=1C=C(C=C(C1C1=CC(=C(C=C1)OC)OC)C#N)[N+](=O)[O-] 6-fluoro-3',4'-dimethoxy-4-nitro-[1,1'-biphenyl]-2-carbonitrile